[W](=S)=S Tungsten disulfide